CC1(OC=2C=C(C(=C(C2C2=C1C=CC(=C2)C)O)C2=NOC(=N2)C)CCCCC)C 6,6,9-trimethyl-2-(5-methyl-1,2,4-oxadiazol-3-yl)-3-pentyl-6H-benzo[c]chromen-1-ol